N-[3-fluoro-4-[[6-methoxy-7-(2-methoxyethoxy)-1,5-naphthyridin-4-yl]oxy]phenyl]-1-(4-fluorophenyl)-4-methyl-2-oxopyridine-3-carboxamide FC=1C=C(C=CC1OC1=CC=NC2=CC(=C(N=C12)OC)OCCOC)NC(=O)C=1C(N(C=CC1C)C1=CC=C(C=C1)F)=O